P(=O)([O-])([O-])F.[Sn+4].P(=O)([O-])([O-])F tin fluorophosphate